(S,7S)-N-cyano-N-((1,2,3,5,6,7-hexahydro-s-indacen-4-yl)carbamoyl)-7-methoxy-5,6,7,8-tetrahydropyrazolo[5,1-b][1,3]oxazepine-3-sulfonimidamide C(#N)N([S@@](=O)(=N)C=1C=NN2C1OCC[C@@H](C2)OC)C(NC2=C1CCCC1=CC=1CCCC21)=O